tert-butyl ((3s,4s)-4-amino-1-(5-(3-cyano-6-ethoxypyrazolo[1,5-a]pyridin-4-yl)pyridin-2-yl)piperidin-3-yl)carbamate N[C@@H]1[C@H](CN(CC1)C1=NC=C(C=C1)C=1C=2N(C=C(C1)OCC)N=CC2C#N)NC(OC(C)(C)C)=O